NC1=NC=CC=C1C1=NC=2C(=NC(=CC2)C=2NC(C=CC2)=O)N1C1=CC=C(CN2CCN(CC2)C2=CC(=NC=N2)C#N)C=C1 6-(4-(4-(2-(2-aminopyridin-3-yl)-5-(6-oxo-1,6-dihydropyridin-2-yl)-3H-imidazo[4,5-b]pyridin-3-yl)benzyl)piperazin-1-yl)pyrimidine-4-carbonitrile